CN(CCOCCCOCCN(C)C)C 1,3-Bis(2-(dimethylamino)ethoxy)propan